CC(C)(C=CC(C)(OOOCC)C)OOOCC 2,5-dimethyl-2,5-di(2-ethylhydroxy-peroxy)hexaneN